C1(=CC=CC=C1)C1(CCCC1)C1=NN=C(O1)C(=O)OCC ethyl 5-(1-phenylcyclopentyl)-1,3,4-oxadiazole-2-carboxylate